3-(5-((4-benzhydryl-1,4-diazepan-1-yl)methyl)-6-fluoro-1-oxoisoindolin-2-yl)piperidine-2,6-dione C(C1=CC=CC=C1)(C1=CC=CC=C1)N1CCN(CCC1)CC=1C=C2CN(C(C2=CC1F)=O)C1C(NC(CC1)=O)=O